5-chloro-2-(4,4-difluoroazepan-1-yl)-N-(1-(methylsulfonyl)piperidin-3-yl)-4-(trifluoromethyl)benzamide ClC=1C(=CC(=C(C(=O)NC2CN(CCC2)S(=O)(=O)C)C1)N1CCC(CCC1)(F)F)C(F)(F)F